NC1=NC=C(C=C1O[C@H](C)C=1C=C(C=CC1)NC(C1=NC(=CC=C1)C)=O)Cl (R)-N-(3-(1-((2-Amino-5-chloropyridin-3-yl)oxy)ethyl)phenyl)-6-methylpicolinamid